sodium (E)-4-(4-(2-(7-(dibutylamino)-4-methyl-coumarin-3-yl)vinyl)-benzoyl)-2,3,5,6-tetrafluorobenzene-sulfonate C(CCC)N(C1=CC=C2C(=C(C(OC2=C1)=O)/C=C/C1=CC=C(C(=O)C2=C(C(=C(C(=C2F)F)S(=O)(=O)[O-])F)F)C=C1)C)CCCC.[Na+]